ClC1=C(C=CC=C1F)C1CCN(CC1)C(=O)C1=NNC=2CN(CCC21)C2COC2 (4-(2-chloro-3-fluorophenyl)piperidin-1-yl)(6-(oxetan-3-yl)-4,5,6,7-tetrahydro-1H-pyrazolo[3,4-c]pyridin-3-yl)methanone